(S)-2-((6-(methoxymethoxy)-6'-oxo-3',6'-dihydro-[2,4'-bipyridyl]-1'(2'H)-yl)methyl)-1-(oxetan-2-ylmethyl)-1H-benzo[d]imidazole-6-carboxylic acid methyl ester COC(=O)C=1C=CC2=C(N(C(=N2)CN2CCC(=CC2=O)C2=NC(=CC=C2)OCOC)C[C@H]2OCC2)C1